N-({4-[2-(2-aminopyridin-3-yl)-5-(pyridin-4-yl)imidazo[4,5-b]pyridin-3-yl]phenyl}methyl)-2-(4-formyl-3-hydroxyphenyl)acetamide NC1=NC=CC=C1C1=NC=2C(=NC(=CC2)C2=CC=NC=C2)N1C1=CC=C(C=C1)CNC(CC1=CC(=C(C=C1)C=O)O)=O